(S)-tert-Butyl 7-(2-(3-((3-methoxy-1-(6-methoxypyridin-3-yl)-3-oxopropyl)amino)azetidin-1-yl)ethyl)-3,4-dihydro-1,8-naphthyridine-1(2H)-carboxylate COC(C[C@@H](C=1C=NC(=CC1)OC)NC1CN(C1)CCC1=CC=C2CCCN(C2=N1)C(=O)OC(C)(C)C)=O